3-bromo-N,5-dimethyl-2-nitroaniline BrC=1C(=C(NC)C=C(C1)C)[N+](=O)[O-]